N-(2-hydroxyethyl)-N-methylacrylamide OCCN(C(C=C)=O)C